4-(((R,Z)-12-(linoleyloxy)octadec-9-en-1-yl)oxy)-4-oxobutanoic acid C(CCCCCCC\C=C/C\C=C/CCCCC)O[C@@H](C\C=C/CCCCCCCCOC(CCC(=O)O)=O)CCCCCC